Cl.N1CCC=CC1 1,2,3,6-tetrahydropyridine hydrochloride